(E)-2-(2,6-dioxopiperidin-3-yl)-4-(2-ethoxyvinyl)isoindoline-1,3-dione O=C1NC(CCC1N1C(C2=CC=CC(=C2C1=O)\C=C\OCC)=O)=O